[Cl-].C(=O)(O)C1C(CCC2=CC=C(C=C12)OC1=C(C=CC=C1)C1=C(C(=CC=C1)Cl)F)[NH3+] carboxy-7-((3'-Chloro-2'-fluoro-[1,1'-biphenyl]-2-yl)oxy)-1,2,3,4-tetrahydronaphthalene-2-aminium chloride